IMIDAZO[1,2-A]PYRIMIDIN-3-YLBORONIC ACID N=1C=C(N2C1N=CC=C2)B(O)O